Cl.C(C)OC(C1=CC=C(C=C1)N)=O 4-aminobenzoic acid ethyl ester hydrochloride